N-(3-Cyano-4-methyl-1H-indol-7-yl)-1-[(1R)-2-fluoro-1-methylethyl]pyrazol-4-sulfonamid C(#N)C1=CNC2=C(C=CC(=C12)C)NS(=O)(=O)C=1C=NN(C1)[C@@H](CF)C